C(C=C)(=O)OCCCCC[Si](OC)(OC)CCC acryloyloxyamyl-propyl-dimethoxysilane